BrC=1C=C2C(N(C(=NC2=CC1)O)CCC)=O 6-bromo-2-hydroxy-3-propylquinazolin-4(3H)-one